N2,9-diacetylguanine CC(=O)NC1=NC2=C(C(=O)N1)N=CN2C(=O)C